N1N=NC=C1[C@@H]1CN(CC1)C(=O)N1CC(C1)C1=CC=C(C=C1)S(=O)(=O)C(F)(F)F [(3S)-3-(1H-Triazol-5-yl)pyrrolidin-1-yl]-[3-[4-(trifluoromethylsulfonyl)phenyl]azetidin-1-yl]methanone